COC(C1=NC=C(C=C1)OC1CN(CC1)C(=O)OC(C)(C)C)=O 5-((1-(tert-Butoxycarbonyl)pyrrolidin-3-yl)oxy)picolinic acid methyl ester